N1C(=NC2=C1C=CC=C2)SCC(=O)NC2=CC=C(C=C2)C(\C=C\C2=CC=C(C=C2)O)=O 2-(1H-Benzimidazol-2-ylsulfanyl)-N-[4-[(E)-3-(4-hydroxyphenyl)prop-2-enoyl]phenyl]acetamide